C(C1=CC=CC=C1)N(C(O)=O)CC1=NC2=C(N1COCC[Si](C)(C)C)C=CC=C2CCO.NC=2C(=NC(=C(N2)Cl)Cl)C(C)=O 1-(3-amino-5,6-dichloropyrazin-2-yl)ethanone benzyl-{[4-(2-hydroxyethyl)-1-{[2-(trimethylsilyl)ethoxy]methyl}-1H-benzimidazol-2-yl]methyl}carbamate